O-(7-azabenzotriazolyl)-N,N,N',N'-tetramethyl-uronium N1N=NC2=C1N=CC=C2OC(=[N+](C)C)N(C)C